(1-(4-((4-aminopyrazolo[1,5-a][1,3,5]triazin-8-yl) methyl)-6-(3,4-difluorophenyl) pyridin-3-yl)-3-(pyridin-2-yl) piperidin-3-yl) carbamate C(N)(OC1(CN(CCC1)C=1C=NC(=CC1CC=1C=NN2C1N=CN=C2N)C2=CC(=C(C=C2)F)F)C2=NC=CC=C2)=O